(E)-9-((3-chlorobenzylidene)amino)-2-morpholino-N-(pyridin-4-yl)-9H-purin-6-amine ClC=1C=C(\C=N\N2C3=NC(=NC(=C3N=C2)NC2=CC=NC=C2)N2CCOCC2)C=CC1